N-((3aR,5s,6aS)-octahydrocyclopenta[c]pyrrol-5-yl)-5-phenylthiazol-2-amine dihydrochloride Cl.Cl.C1NC[C@H]2[C@@H]1CC(C2)NC=2SC(=CN2)C2=CC=CC=C2